CC1(C=CC=C1)[Pt](C)(C)C methylcyclopentadienyl-(trimethyl)platinum (IV)